1-[6-chloro-3-(difluoromethyl)-2-pyridyl]-5-fluoro-pyrazole-3-carboxamide ClC1=CC=C(C(=N1)N1N=C(C=C1F)C(=O)N)C(F)F